Cl.FC1=C(C=CC(=C1)F)C1=CC=C(N1C1=C(C=CC=C1)C(F)(F)F)C1=CC=C(C(=O)NCCN(C)C)C=C1 4-[5-(2,4-difluorophenyl)-1-[2-(trifluoromethyl)phenyl]pyrrol-2-yl]-N-[2-(dimethylamino)ethyl]benzamide hydrochloride